CN1CCN(CC1)C1=NC=CC(=C1)NC=1N=CC2=C(N1)NC=C2C2OC1=C(C(NC2)=O)C=CC=C1 (2-((2-(4-methylpiperazin-1-yl)pyridin-4-yl)amino)-7H-pyrrolo[2,3-d]pyrimidin-5-yl)-3,4-dihydrobenzo[f][1,4]oxazepin-5(2H)-one